((1s,3s)-3-Hydroxy-3-methylcyclobutyl)(7-(3-methoxy-5-methylphenyl)-2-azaspiro[3.5]nonan-2-yl)methanone OC1(CC(C1)C(=O)N1CC2(C1)CCC(CC2)C2=CC(=CC(=C2)C)OC)C